BrC1=C(C=C2C(C=C(N(C2=C1)C(C)C)C)=O)F 7-bromo-6-fluoro-1-isopropyl-2-methylquinolin-4(1H)-one